3-(4-chlorophenyl)-2-(2-methoxyphenyl)pyrazolo[1,5-a]pyrimidine ClC1=CC=C(C=C1)C=1C(=NN2C1N=CC=C2)C2=C(C=CC=C2)OC